3-amino-1-((1S,2R)-2-methylcyclopropyl)pyridin-2(1H)-one hydrochloride Cl.NC=1C(N(C=CC1)[C@@H]1[C@@H](C1)C)=O